FC=1C=C(C=C(C1)[N+](=O)[O-])C=1NCCN1 2-(3-fluoro-5-nitrophenyl)-4,5-dihydro-1H-imidazole